BrC=1C=NC(=NC1)C(=O)N1CCOCC1 (5-bromopyrimidin-2-yl)(morpholinyl)methanone